CC1=C(C(=NC(=N1)NC=1C=NN(C1)C)NC1CCC(CC1)N1CCN(CC1)C(=O)OC(C)(C)C)C=1OC=NN1 tert-butyl 4-((1s,4s)-4-((6-methyl-2-((1-methyl-1H-pyrazol-4-yl)amino)-5-(1,3,4-oxadiazol-2-yl)pyrimidin-4-yl)amino)cyclohexyl)piperazine-1-carboxylate